FNC1=C(C=CC=C1)N N-fluoro-1,2-phenylenediamine